ClC1=CC(=CN=N1)N1CCOCC1 4-(6-chloropyridazin-4-yl)morpholine